C1(CCCC1)C1=NC(=NN1C1=C(C=CC=C1)C(F)(F)F)C(=O)N[C@H](CC(=O)O)CCN1CC(CC1)(F)F (3S)-3-({5-cyclopentyl-1-[2-(trifluoromethyl)phenyl]-1H-1,2,4-triazol-3-yl}formamido)-5-(3,3-difluoropyrrolidin-1-yl)pentanoic acid